CC1(CC1)OC=1C=C2C(=NNC2=CC1)C1=NC=NC(=C1)N1CCC(CC1)CN1CCNCC1 5-(1-methylcyclopropoxy)-3-[6-[4-(piperazin-1-ylmethyl)-1-piperidinyl]pyrimidin-4-yl]-1H-indazole